((2R,3R,4R,5S)-3,4,5-tris(benzyloxy)-1-(3-cyclohexylpropyl)piperidin-2-yl)methanol C(C1=CC=CC=C1)O[C@@H]1[C@H](N(C[C@@H]([C@H]1OCC1=CC=CC=C1)OCC1=CC=CC=C1)CCCC1CCCCC1)CO